2-(2-methoxy-5-nitro-phenoxy)ethyl-triethylammonium Bromide [Br-].COC1=C(OCC[N+](CC)(CC)CC)C=C(C=C1)[N+](=O)[O-]